CC(C)(CC(C)O)O 2-methyl-2,4-pentylene glycol